N-(5-methyl-3-nitro-2-pyridyl)-5-spiro[2H-benzofuran-3,1'-cyclopropane]-4-yloxy-pyrazin-2-amine CC=1C=C(C(=NC1)NC1=NC=C(N=C1)OC1=CC=CC2=C1C1(CC1)CO2)[N+](=O)[O-]